benzyl N-[4,4-difluoro-1-[4-iodo-6-(morpholin-4-yl)pyridin-2-yl]pyrrolidin-3-yl]carbamate FC1(C(CN(C1)C1=NC(=CC(=C1)I)N1CCOCC1)NC(OCC1=CC=CC=C1)=O)F